OCCOCCC(=O)OC1=C(C=C(C=C1C=O)C1=NC(=NS1)C1=CC=C(C=C1)N1CCCC1)F 2-fluoro-6-formyl-4-(3-(4-(pyrrolidin-1-yl)phenyl)-1,2,4-thiadiazol-5-yl)phenyl 3-(2-hydroxyethoxy)propanoate